BUTANEDISULFONIC ACID C(CCCS(=O)(=O)O)S(=O)(=O)O